N-(2-(cyclopentyloxy)-5-(4-(4-(2-fluoroacryloyl)piperazin-1-yl)quinazolin-6-yl)pyridin-3-yl)-2,4-difluoro-benzene-sulfonamide C1(CCCC1)OC1=NC=C(C=C1NS(=O)(=O)C1=C(C=C(C=C1)F)F)C=1C=C2C(=NC=NC2=CC1)N1CCN(CC1)C(C(=C)F)=O